BrC1=CC(=C2C=CC=NC2=C1O)S(=O)(=O)N1CCN(CC1)CC1=CC=C(C=C1)F 7-bromo-5-[4-[(4-fluorophenyl)methyl]piperazin-1-yl]sulfonyl-quinolin-8-ol